6-(5-Aminopyridin-2-yl)-8-(3-chloro-2-fluorophenyl)-2-({1-[(1S,2S)-2-fluorocyclopropane-1-carbonyl]azetidin-3-yl}amino)-8-methyl-7,8-dihydropyrido[4,3-d]pyrimidin-5(6H)-one NC=1C=CC(=NC1)N1C(C2=C(N=C(N=C2)NC2CN(C2)C(=O)[C@H]2[C@H](C2)F)C(C1)(C)C1=C(C(=CC=C1)Cl)F)=O